6-benzyl 1-ethyl (1R)-6-azaspiro[2.5]octane-1,6-dicarboxylate [C@H]1(CC12CCN(CC2)C(=O)OCC2=CC=CC=C2)C(=O)OCC